CC1(OB(OC1(C)C)C1=CC=C(C=C1)C1N(CCC1)C(=O)OC(C)(C)C)C tertbutyl 2-[4-(4,4,5,5-tetramethyl-1,3,2-dioxaborolan-2-yl)phenyl]pyrrolidine-1-carboxylate